ClC=1C=C2C(=C3C1NC(NC31CCCCC1)=O)OC(=N2)CN2[C@H]1CO[C@@H](C2)C1 5-chloro-2-[(1R,4R)-2-oxa-5-azabicyclo[2.2.1]heptan-5-ylmethyl]-7,8-dihydro-6H-spiro[[1,3]oxazolo[5,4-f]quinazoline-9,1'-cyclohexane]-7-one